N-(4-methylphenyl)-N'-butylurea CC1=CC=C(C=C1)NC(=O)NCCCC